(R)-3-(5-amino-pyrimidin-2-yl)-7-(4-bromo-3-(trifluoromethyl)benzoyl)-2-(3,5-dimethyl-1H-pyrazol-1-yl)-6-methyl-5,6,7,8-tetrahydropyrido[3,4-d]pyrimidin NC=1C=NC(=NC1)N1[C@@H](N=C2C(=C1)CC(N(C2)C(C2=CC(=C(C=C2)Br)C(F)(F)F)=O)C)N2N=C(C=C2C)C